FC=1C=CC(=C(C1)B(O)O)CN(C1=CC=CC=C1)C (5-FLUORO-2-([METHYL(PHENYL)AMINO]METHYL)PHENYL)BORANEDIOL